8-(5-azaspiro[3.5]nonan-8-yloxy)-6-(4-fluorophenyl)-N-[(1R)-1-[2-(trifluoromethyl)pyrimidin-5-yl]ethyl]quinazolin-4-amine C1CCC12NCCC(C2)OC=2C=C(C=C1C(=NC=NC21)N[C@H](C)C=2C=NC(=NC2)C(F)(F)F)C2=CC=C(C=C2)F